Adamantan-1-yl 2-methylprop-2-enoate CC(C(=O)OC12CC3CC(CC(C1)C3)C2)=C